C(C1=CC=CC=C1)C1(C[C@@H]2[C@@H](CN(C2)CC(=O)C=2C=NC(=CC2)OC)C1)O 2-((3aR,5r,6aS)-5-benzyl-5-hydroxyhexa-hydrocyclopenta[c]pyrrol-2(1H)-yl)-1-(6-methoxypyridin-3-yl)ethanone